racemic-2-chloro-5-((2S,2S)-2-(4,4,5,5-tetramethyl-1,3,2-dioxaborolan-2-yl)cyclopropyl)pyridine ClC1=NC=C(C=C1)[C@H]1[C@H](C1)B1OC(C(O1)(C)C)(C)C |&1:7|